ethyl 1-(3,5-dichlorobenzyl)-5-methyl-1H-1,2,3-triazole-4-carboxylate (ethyl 1-(3,5-dichlorobenzyl)-5-methyl-1H-1,2,3-triazole-4-carboxylate) C(C)N1N(C(=C(N1)C(=O)O)C)CC1=CC(=CC(=C1)Cl)Cl.ClC=1C=C(CN2N=NC(=C2C)C(=O)OCC)C=C(C1)Cl